COC1=CC=C(C=C1)CN1C(C2=CC(=CC(=C2C1)C(F)(F)F)C(CSC)=O)=O 2-[(4-methoxyphenyl)methyl]-6-[2-(methylsulfanyl)acetyl]-4-(trifluoromethyl)-3H-isoindol-1-one